N[C@@H](CS)C(=O)OC#N Cysteine, cyanate